ClC[C@@H]1CN(C=2C=C(C3=C(C12)C=CC=C3)O)C(=O)OC(C)(C)C tert-butyl (S)-1-(chloromethyl)-5-hydroxy-1,2-dihydro-3H-benzo[e]-indole-3-carboxylate